2-allyl-6-((6-methylpyridin-3-yl)amino)-1-(6-(piperidin-4-yloxy)pyridin-2-yl)-1,2-dihydro-3H-pyrazolo[3,4-d]pyrimidin-3-one C(C=C)N1N(C2=NC(=NC=C2C1=O)NC=1C=NC(=CC1)C)C1=NC(=CC=C1)OC1CCNCC1